(1S,3S)-N'-(5-(2-Methoxyphenyl)pyridin-2-yl)-N3-(6-methyl-1,2,4-triazin-3-yl)cyclopentane-1,3-diamine COC1=C(C=CC=C1)C=1C=CC(=NC1)N([C@@H]1C[C@H](CC1)N)C=1N=NC(=CN1)C